tert-butyl N-[(3R)-1-(7-carbamoyl-2-methylindazol-4-yl)pyrrolidin-3-yl]-N-methylcarbamate C(N)(=O)C1=CC=C(C2=CN(N=C12)C)N1C[C@@H](CC1)N(C(OC(C)(C)C)=O)C